N-((4-(((4-(methylsulfonyl)morpholin-2-yl)methyl)amino)-3-nitrophenyl)sulfonyl)benzamide CS(=O)(=O)N1CC(OCC1)CNC1=C(C=C(C=C1)S(=O)(=O)NC(C1=CC=CC=C1)=O)[N+](=O)[O-]